1-(3,3-difluorocyclopentyl)-N-{[3-(4-{[(3S,4R)-1-ethyl-3-fluoropiperidin-4-yl]amino}-1-(2,2,2-trifluoroethyl)-1H-indol-2-yl)-1,2,4-oxadiazol-5-yl]methyl}-1H-pyrazole-4-carboxamide FC1(CC(CC1)N1N=CC(=C1)C(=O)NCC1=NC(=NO1)C=1N(C2=CC=CC(=C2C1)N[C@H]1[C@H](CN(CC1)CC)F)CC(F)(F)F)F